CC1(OI(C2=C1C=CC=C2)C(F)(F)F)C 3,3-Dimethyl-1-(trifluoromethyl)-1,2-benziodoxol